(S,E)-1-((5-Chloro-1-((7-fluoro-4-isobutyl-3H-imidazo[4,5-c]pyridin-2-yl)methyl)-2-oxo-1,2-dihydropyridin-3-yl)amino)-7-(dimethylamino)-1,7-dioxohept-5-en-2-yl-dimethylcarbamat ClC=1C=C(C(N(C1)CC1=NC2=C(C(=NC=C2F)CC(C)C)N1)=O)NC([C@@H](CC\C=C\C(=O)N(C)C)CN(C([O-])=O)C)=O